C(C)(C)(C)OC(=O)N1C2CNC(C1)CC2.C(C)N(C2=C(C=CC(=C2)NC(C)=O)OC)CC N,N-diethyl-2-methoxy-5-acetamidoaniline tert.-butyl-2,5-diazabicyclo[2.2.2]octane-2-carboxylate